5-(benzyloxy)-N-(trans-3-hydroxycyclobutyl)-2-methylbenzofuran-3-carboxamide C(C1=CC=CC=C1)OC=1C=CC2=C(C(=C(O2)C)C(=O)N[C@@H]2C[C@H](C2)O)C1